8,8-di(1H-indol-3-yl)-2,6-dimethyloctan-2-ol N1C=C(C2=CC=CC=C12)C(CC(CCCC(C)(O)C)C)C1=CNC2=CC=CC=C12